C(C1=C(C(=CC(=C1)CC)C(C)(C)C)O)C1=C(C(=CC(=C1)CC)C(C)(C)C)O 2,2'-methylene-bis(4-ethyl-6-tertiary butyl-phenol)